N-(2-phenylquinolin-6-yl)trimethylacetamide C1(=CC=CC=C1)C1=NC2=CC=C(C=C2C=C1)NC(C(C)(C)C)=O